4-(3-(1H-pyrazol-5-yl)piperidin-1-yl)-5-bromo-6-methylpyrimidin-2-amine N1N=CC=C1C1CN(CCC1)C1=NC(=NC(=C1Br)C)N